3-azabicyclo[3.1.0]Hexane-6-carboxamide TFA salt OC(=O)C(F)(F)F.C12CNCC2C1C(=O)N